O1BOCCC1 1,3,2-dioxaborinan